OC1=C(C(=CC(=C1CNC(=O)C1CCCCC1)CCCCC)O)C1CCCC(=C1)C N-((2,6-dihydroxy-5'-methyl-4-pentyl-1',2',3',4'-tetrahydro-[1,1'-biphenyl]-3-yl)methyl)cyclohexanecarboxamide